C[Si](C1=CC=C(C=C1)C(=C)C)(OC)C dimethylmethoxy(4-isopropenylphenyl)silane